C(C1=CC=CC=C1)N1CC(CC1)(O)C#C 1-benzyl-3-ethynyl-pyrrolidin-3-ol